ClC1=CC=C(C=C1)C1=N[C@H](C=2N(C3=C1C(=C(S3)C)C)C(=NN2)C)CC(=O)NCCCCCC(=O)NC2=C(C(=O)NC=3SC(=C(N3)C)C)C=CC=C2 (S)-2-(6-(2-(4-(4-chlorophenyl)-2,3,9-trimethyl-6H-thieno[3,2-f][1,2,4]triazolo[4,3-a][1,4]diazepin-6-yl)acetamido)hexanamido)-N-(4,5-dimethylthiazol-2-yl)benzamide